BrC1=C(C2=C(N=C(N=C2)NC)N=C1Cl)C 6-bromo-7-chloro-N,5-dimethylpyrido[2,3-d]pyrimidin-2-amine